(20S)-20-bromomethyl-3,3-ethylenedioxy-4-pregnene BrC[C@@H](C)[C@H]1CC[C@H]2[C@@H]3CCC4=CC5(CC[C@]4(C)[C@H]3CC[C@]12C)OCCO5